NC1C[C@H](CCC1N)C(=O)O (S)-3,4-diaminocyclohexanecarboxylic acid